1-isopropyl-3-(4-(trifluoromethyl)phenyl)-5-methyl-pyrazol-4-ol C(C)(C)N1N=C(C(=C1C)O)C1=CC=C(C=C1)C(F)(F)F